[BiH3]1CCCCC1 λ5-bismane